(3-amino-6-propyl-4,5,6,7-tetrahydro-pyrazolo[3,4-c]pyridin-2-yl)(6-fluoro-1,2,3,4-tetrahydro-quinolin-4-yl)methanone NC=1N(N=C2CN(CCC21)CCC)C(=O)C2CCNC1=CC=C(C=C21)F